ClC1=CC=C(C2=C1NC(=N2)C(=O)O)F 7-chloro-4-fluoro-1H-benzo[d]imidazole-2-carboxylic acid